FC1=CC=CC=C1F 4,5-difluoro-benzene